C(C)(C)(C)OC(=O)N1C(CCC1)CC(=O)O 2-(1-tert-butoxycarbonylpyrrolidin-2-yl)acetic acid